N-(4-(3-(2-((1r,4r)-4-aminocyclohexylamino)pyrimidin-4-yl)pyridin-2-yloxy)naphthalen-1-yl)cyclopropanesulfonamide NC1CCC(CC1)NC1=NC=CC(=N1)C=1C(=NC=CC1)OC1=CC=C(C2=CC=CC=C12)NS(=O)(=O)C1CC1